4,4-bis(((Z)-oct-5-en-1-yl)oxy)butane C(CCC\C=C/CC)OC(CCC)OCCCC\C=C/CC